BrC=1C(=C2C(=NC1)N(C=N2)COCC[Si](C)(C)C)Cl 6-bromo-7-chloro-3-{[2-(trimethylsilyl)ethoxy]methyl}-3H-imidazo[4,5-b]pyridine